C(C)OC(=O)C1C(C(CCC1)OC)=O.ClC1=C(C(=O)NC2(CC2)C#N)C=C(C=C1)C=1C=NN(C1)C=1N(N=C(C1C(F)(F)F)OC(C(C(F)(F)F)F)(F)F)C 2-chloro-N-(1-cyanocyclopropyl)-5-[1-[5-(1,1,2,3,3,3-hexafluoropropoxy)-2-methyl-4-(trifluoromethyl)pyrazol-3-yl]pyrazol-4-yl]benzamide ethyl-3-methoxy-2-oxocyclohexane-1-carboxylate